N-cyclopropyl-2-(difluoromethoxy)-4-[7-[3-(3-hydroxy-1-piperidyl)propoxy]imidazo[1,2-a]pyridin-3-yl]-6-methoxy-benzamide C1(CC1)NC(C1=C(C=C(C=C1OC)C1=CN=C2N1C=CC(=C2)OCCCN2CC(CCC2)O)OC(F)F)=O